O1C[C@H](CC1)C=1N=C2C(=NC1)N(C=C2C2CCN(CC2)C(=O)OC(C)(C)C)COCC[Si](C)(C)C |r| (rac)-tert-Butyl 4-[2-tetrahydrofuran-3-yl-5-(2-trimethylsilylethoxymethyl)pyrrolo[2,3-b]pyrazin-7-yl]piperidine-1-carboxylate